L-lysine-13C6 methyl-isonicotinate nitrogen [N+3].CC1=C(C(=O)[O-])C=CN=C1.N[13C@@H]([13CH2][13CH2][13CH2][13CH2]N)[13C](=O)O.CC1=C(C(=O)[O-])C=CN=C1.CC1=C(C(=O)[O-])C=CN=C1